N1=C2C(=CC=C1)CC1=CC=CC=C12 indeno[1,2-b]pyridin